2-Benzyl-2,9-diazaspiro[5.5]undecane C(C1=CC=CC=C1)N1CC2(CCC1)CCNCC2